(3S,4R)-1-((4-(4,4,5,5-tetramethyl-1,3,2-dioxaborolan-2-yl)phenyl)sulfonyl)-4-((5-(trifluoromethyl)pyridin-2-yl)amino)piperidin-3-ol CC1(OB(OC1(C)C)C1=CC=C(C=C1)S(=O)(=O)N1C[C@@H]([C@@H](CC1)NC1=NC=C(C=C1)C(F)(F)F)O)C